COC1=CC=C(COCC2=C(C=CC(=C2)C)CC(C(=O)O)(C)C)C=C1 3-{([(4-methoxybenzyl)oxy]methyl)-4-methylphenyl}-2,2-dimethylpropanoic acid